2-(4-amino-[1,1'-biphenyl]-3-yl)acetamide NC1=C(C=C(C=C1)C1=CC=CC=C1)CC(=O)N